N-(3-((4-(6-((4-hydroxy-1-(3-phenylbutanoyl)piperidin-4-yl)methyl)-2-methyl-7-oxo-6,7-dihydro-2H-pyrazolo[4,3-d]pyrimidin-3-yl)benzyl)amino)propyl)pentanamide OC1(CCN(CC1)C(CC(C)C1=CC=CC=C1)=O)CN1C=NC=2C(C1=O)=NN(C2C2=CC=C(CNCCCNC(CCCC)=O)C=C2)C